FC1(CCCCC1)CC1=C(C(=O)N)C=CC=C1 ((1-fluorocyclohexyl)methyl)benzamide